1-(3-(S-methylthiophene-2-carboxamido)cyclohexyl)-2-(pyridin-2-yl)-1H-benzo[d]imidazole-5-carboxamide CS1C(=CC=C1)C(=O)NC1CC(CCC1)N1C(=NC2=C1C=CC(=C2)C(=O)N)C2=NC=CC=C2